(5-methoxy-4-oxo-3,4-dihydropyrido[3,4-d]pyridazin-7-yl)boronic acid COC1=NC(=CC2=C1C(NN=C2)=O)B(O)O